di-tert-butyl ((5S,6R)-5-(((2-chloro-4-(N-(2,4-dimethoxybenzyl)-N-(1,2,4-thiadiazol-5-yl)sulfamoyl)-5-methylphenyl)amino)methyl)-3,3-dimethylheptane-1,6-diyl)dicarbamate ClC1=C(C=C(C(=C1)S(N(C1=NC=NS1)CC1=C(C=C(C=C1)OC)OC)(=O)=O)C)NC[C@H](CC(CCNC(OC(C)(C)C)=O)(C)C)[C@@H](C)NC(OC(C)(C)C)=O